2-(2,5-difluoro-4-(6-((2-fluoro-4-((1-methyl-1H-imidazol-5-yl)ethynyl)benzyl)oxy)pyridin-2-yl)benzyl)-1-(2-methoxyethyl)-1H-benzo[d]imidazole-6-carboxylic acid FC1=C(CC2=NC3=C(N2CCOC)C=C(C=C3)C(=O)O)C=C(C(=C1)C1=NC(=CC=C1)OCC1=C(C=C(C=C1)C#CC1=CN=CN1C)F)F